2-((((9H-Fluoren-9-yl)methoxy)carbonyl)(methyl)amino)-3-(pyridin-2-yl)propanoic acid C1=CC=CC=2C3=CC=CC=C3C(C12)COC(=O)N(C(C(=O)O)CC1=NC=CC=C1)C